[6-(3-cyclopropyl-1,2,4-triazol-1-yl)-2-azaspiro[3.3]heptan-2-yl]-[2-[[6-(trifluoromethyl)-3-pyridinyl]sulfonyl]-2,6-diazaspiro[3.3]heptan-6-yl]methanone C1(CC1)C1=NN(C=N1)C1CC2(CN(C2)C(=O)N2CC3(CN(C3)S(=O)(=O)C=3C=NC(=CC3)C(F)(F)F)C2)C1